C(C)(C)(C)C1=C(OP2OCC3(CO2)COP(OC3)OC3=C(C=C(C=C3C(C)(C)C)C)C(C)(C)C)C(=CC(=C1)C)C(C)(C)C 3,9-bis(2,6-di-tert-butyl-4-methylphenoxy)-2,4,8,10-tetraoxa-3,9-diphosphaspiro[5.5]Undecane